salicylic acid-n-octylamide C(CCCCCCC)NC(C=1C(O)=CC=CC1)=O